tert-butyl (6R)-6-(4-(4'-hydroxy-2',3',4',5'-tetrahydro-[1,1'-biphenyl]-2-yl)piperidin-1-yl)-2-azaspiro[3.4]octane-2-carboxylate OC1CCC(=CC1)C1=C(C=CC=C1)C1CCN(CC1)[C@H]1CC2(CN(C2)C(=O)OC(C)(C)C)CC1